iodolpropionic acid [IH]1C(=CC=C1)CCC(=O)O